FC(COC=1C=CC(=NC1)[C@@H](C)N)(F)F (R)-1-(5-(2,2,2-trifluoroethoxy)pyridin-2-yl)ethanamine